ClC1=C(C(=O)N2CCC(CC2)C(=O)NC2C[N+](CC2)(C)C)C=CC(=C1)NC(=O)C=1N(C(=CN1)C=1C(=NC(=C(C1)F)N(C)C)F)C 1-[2-chloro-4-[[5-[6-(dimethylamino)-2,5-difluoro-3-pyridyl]-1-methyl-imidazole-2-carbonyl]amino]benzoyl]-N-(1,1-dimethylpyrrolidin-1-ium-3-yl)piperidine-4-carboxamide